6-((5-nitrothiophen-2-yl)carbamoyl)-[1,1'-biphenyl] [N+](=O)([O-])C1=CC=C(S1)NC(=O)C1=CC=CC=C1C1=CC=CC=C1